ClC=1C(=NC=C(C1)C(F)(F)F)CC#N 2-[3-chloro-5-(trifluoromethyl)pyridin-2-yl]acetonitrile